dimethylhexadecylmethylammonium phosphate salt P(=O)([O-])([O-])[O-].C[N+](C)(CCCCCCCCCCCCCCCC)C.C[N+](C)(CCCCCCCCCCCCCCCC)C.C[N+](C)(CCCCCCCCCCCCCCCC)C